C(C)(C)(C)OC(=O)N[C@@H](CC(C)C)C(=O)OC Methyl (tert-butoxycarbonyl)-L-leucinate